[Cl-].[Cl-].CC1(C=CC=C1)[Zr+2]C1=C(C=CC=2C3=CC=C(C=C3CC12)C(C)(C)C)C(C)(C)C (methylcyclopentadienyl)(2,7-di-t-butylfluorenyl)zirconium dichloride